C(C(=C)C)(=O)OC1=C(C=CC=C1)CCC1=CC=CC=C1 bibenzylyl methacrylate